C(CCC)NC(NC1=CC=C(C=C1)C=1C2=C(N=C(N1)NC(=O)C1CC1)NC=C2)=S N-(4-(4-(3-butylthioureido)phenyl)-7H-pyrrolo[2,3-d]pyrimidin-2-yl)cyclopropylcarboxamide